ClC1=CC=C(C(=O)ONC(OC(C)(C)C)=O)C=C1 tert-butyl [(4-chlorobenzoyl)oxy]carbamate